Cl.FCCOC1=CC=C(C=N1)C=1C=C2N(N1)C(N(C2)C=2C=NN(C2)C)=O 2-(6-(2-fluoroethoxy)pyridin-3-yl)-5-(1-methyl-1H-pyrazol-4-yl)-4,5-dihydro-6H-imidazo[1,5-b]pyrazol-6-one hydrogen chloride salt